2-Methylpentane-1,2-diamine CC(CN)(CCC)N